[N+](=O)([O-])C=1C=C(C=CC1)NC(C=CC1=CC=CC=C1)=O N-(3-nitrophenyl)cinnamamide